Methylphosphoric acid triamide CNP(N)(N)=O